3-phenyl-3-((tetrahydro-2H-thiopyran-4-yl)(4,4,5,5-tetramethyl-1,3,2-dioxaborolan-2-yl)-methyl)cyclobutan-1-one C1(=CC=CC=C1)C1(CC(C1)=O)C(B1OC(C(O1)(C)C)(C)C)C1CCSCC1